FC[C@H](C)NC[C@@H](CC1=C(C(NC=N1)=O)O)C1=CC=C(C=C1)C#CC1=CC=C(C=C1)CN1C[C@@H](CC1)OC 6-((S)-3-(((S)-1-fluoropropan-2-yl)amino)-2-(4-((4-(((R)-3-methoxypyrrolidin-1-yl)methyl)phenyl)ethynyl)phenyl)propyl)-5-hydroxypyrimidin-4(3H)-one